C(C)(C)N1N=CC2=CC(=CC=C12)C1=C(N(C2=NC=C(C(=C21)N[C@H]2C[C@@H](CC2)NC(=O)OC)C(=O)OC)S(=O)(=O)C2=CC=CC=C2)C=2C=NN(C2)C Methyl 3-(1-isopropyl-1H-indazol-5-yl)-4-(((R,3R)-3-((methoxycarbonyl) amino)cyclopentyl)amino)-2-(1-methyl-1H-pyrazol-4-yl)-1-(phenylsulfonyl)-1H-pyrrolo[2,3-b]pyridine-5-carboxylate